N-[4-(aminosulfuryloxymethyl)-2-methyl-6-[(methylamino)carbonyl]phenyl]-3-bromo-1-(3-chloro-2-pyridyl)-1H-pyrazole-5-carboxamide NS(=O)(=O)OCC1=CC(=C(C(=C1)C(=O)NC)NC(=O)C1=CC(=NN1C1=NC=CC=C1Cl)Br)C